Cl.ClC=1N=C(C=2N(C1)N=CC2C#N)C2=CC=C(C=C2)N2CCNCC2 6-chloro-4-(4-piperazin-1-ylphenyl)pyrazolo[1,5-a]pyrazine-3-carbonitrile hydrochloride salt